N-(4'-amino-5-((difluoromethoxy)methyl)-[2,3'-bipyridyl]-6'-yl)acetamide hydrochloride Cl.NC1=C(C=NC(=C1)NC(C)=O)C1=NC=C(C=C1)COC(F)F